ClC1=C(C=C(C=C1)F)CC(=O)NC1=CC(=C(C=C1)COC1=CC=C(C=C1)F)S(N)(=O)=O 2-(2-chloro-5-fluorophenyl)-N-(4-((4-fluorophenoxy)methyl)-3-sulfamoylphenyl)acetamide